2-(4-((6-((1,4-Dioxan-2-yl)methoxy)-4-(benzyloxy)-3-ethylpyridin-2-yl)ethynyl)phenoxy)acetamide O1C(COCC1)COC1=CC(=C(C(=N1)C#CC1=CC=C(OCC(=O)N)C=C1)CC)OCC1=CC=CC=C1